4,4'-oxybis(benzenesulfonylaminourea) O(C1=CC=C(C=C1)S(=O)(=O)NNC(=O)N)C1=CC=C(C=C1)S(=O)(=O)NNC(=O)N